rac-(2R,5S)-tert-butyl 2-(4-fluorophenyl)-5-methyl-4-(1-(trifluoromethyl)cyclopropyl)piperazine-1-carboxylate FC1=CC=C(C=C1)[C@H]1N(C[C@@H](N(C1)C1(CC1)C(F)(F)F)C)C(=O)OC(C)(C)C |r|